4-Fluoro-N-(6-(3-fluorophenyl)imidazo[1,2-a]pyridin-2-yl)tetrahydro-2H-pyran-4-carboxamide FC1(CCOCC1)C(=O)NC=1N=C2N(C=C(C=C2)C2=CC(=CC=C2)F)C1